N1C(NCNC1)S hexahydro-s-triazinethiol